tert.-Butylamine C(C)(C)(C)N